OC(C)C=1C=C(C=C2C(N(C=3N(C12)C=NC3C=3C=NC(=NC3)NC(OC(C)(C)C)=O)C([2H])([2H])[2H])=O)C tert-butyl (5-(9-(1-hydroxyethyl)-7-methyl-4-(methyl-d3)-5-oxo-4,5-dihydroimidazo[1,5-a]quinazolin-3-yl)pyrimidin-2-yl)carbamate